(6aR)-8-acryloyl-4-chloro-3-(2-fluoro-6-hydroxyphenyl)-1-(4-(hydroxymethyl)-2,2-dimethylpyrrolidin-1-yl)-6,6a,7,8,9,10-hexahydro-12H-pyrazino[2,1-c]pyrido[3,4-f][1,4]oxazepin-12-one C(C=C)(=O)N1C[C@@H]2COC3=C(C(N2CC1)=O)C(=NC(=C3Cl)C3=C(C=CC=C3O)F)N3C(CC(C3)CO)(C)C